methyl 1,2,2,6,6-pentamethyl-4-piperidylsebacate CN1C(CC(CC1(C)C)C(C(=O)OC)CCCCCCCC(=O)[O-])(C)C